tert-butyl (3R)-3-hydroxy-3-methyl-pyrrolidine-1-carboxylate O[C@]1(CN(CC1)C(=O)OC(C)(C)C)C